C1(CCCC1)NC1=CC(=C(OC2=CC(=C(C(=O)NCCOC)C=C2)C)C=C1)C 4-(4-(cyclopentyl-amino)-2-methylphenoxy)-N-(2-methoxyethyl)-2-methylbenzamide